C(C)(C)(C)C=1C=C(C=C(C1O)C(C)(C)C)CC(C(=O)O)(C(=O)O)CCCC.OC1=C(C=C(C=C1)C)N1N=C2C(=N1)C=CC=C2 2-(2'-hydroxy-5'-methylphenyl)-benzotriazole [[3,5-di-tert-butyl-4-hydroxyphenyl]methyl]butylmalonate